6-bromo-8-(2-fluoro-6-methoxyphenyl)imidazo[3,2-a]pyrazine BrC=1N=C(C=2N(C1)C=CN2)C2=C(C=CC=C2OC)F